Octadecyl ((((2R,3S,4R,5S)-5-(4-aminopyrrolo[2,1-f][1,2,4]triazin-7-yl)-2-cyano-3,4-dihydroxytetrahydrofuran-2-yl)methoxy)(phenoxy)phosphoryl)-L-alaninate NC1=NC=NN2C1=CC=C2[C@H]2[C@@H]([C@@H]([C@@](O2)(C#N)COP(=O)(OC2=CC=CC=C2)N[C@@H](C)C(=O)OCCCCCCCCCCCCCCCCCC)O)O